(S)-N-(3-cyano-4-fluorophenyl)-2,4-dimethyl-5-(2-oxo-2-((1,1,1-trifluoropropan-2-yl)amino)acetyl)-1H-pyrrol-3-formamide C(#N)C=1C=C(C=CC1F)NC(=O)C1=C(NC(=C1C)C(C(N[C@H](C(F)(F)F)C)=O)=O)C